dihydrogen dinitrate [N+](=O)(O)[O-].[N+](=O)(O)[O-]